COC1=C(C(=O)N2CCN(CC2)C(=O)OC(C)(C)C)C(=CC(=C1)C=1C2=C(C(N(C1)C)=O)N(N=C2)CC2=CC=C(C=C2)OC)OC tert-butyl 4-(2,6-dimethoxy-4-(1-(4-methoxybenzyl)-6-methyl-7-oxo-6,7-dihydro-1H-pyrazolo[3,4-c]pyridin-4-yl)benzoyl)piperazine-1-carboxylate